FC1=CC=C(C=C1)NC(=O)C1(COC1)C1=NC=2CCCN(C2C=C1)C1=NC(=NC=C1)C(F)(F)F N-(4-fluorophenyl)-3-(5-(2-(trifluoromethyl)pyrimidin-4-yl)-5,6,7,8-tetrahydro-1,5-naphthyridin-2-yl)oxetane-3-carboxamide